FC1=C(C=C(C(=C1)N[C@@H](C)C1=C(C=CC=C1)F)F)S(=O)(=O)NC=1SC=CN1 (S)-2,5-difluoro-4-((1-(2-fluorophenyl)ethyl)amino)-N-(thiazol-2-yl)benzenesulfonamide